CC1=CC=C(C=C1)S(=O)(=O)OCCCN1N=C(C=2C1=NC(=NC2)Cl)Cl 3-(3,6-dichloro-1H-pyrazolo[3,4-d]pyrimidin-1-yl)propyl 4-methylbenzene-sulfonate